(3R)-3H-spiro[1-benzofuran-2,4'-piperidine]-3-amine hydrochloride Cl.N1CCC2(CC1)OC1=C([C@H]2N)C=CC=C1